5-(3-(2,2-Difluoroethyl)-2-methyl-3H-imidazo[4,5-b]pyridin-5-yl)-N2-((3S,4R)-3-fluoro-1-(2-fluoroethyl)piperidin-4-yl)-N4-methylpyrrolo[2,1-f][1,2,4]triazine-2,4-diamine FC(CN1C(=NC=2C1=NC(=CC2)C=2C=CN1N=C(N=C(C12)NC)N[C@H]1[C@H](CN(CC1)CCF)F)C)F